N-(2-ethylhexyl)-2-phenyl-3-(4-methoxybenzyloxy)-quinolin-4-one C(C)C(CN1C(=C(C(C2=CC=CC=C12)=O)OCC1=CC=C(C=C1)OC)C1=CC=CC=C1)CCCC